C(C)C1CN(C1)C(=O)O[C@@H]1CC[C@H](CC1)C(N(C[C@@H]1CC[C@H](CC1)C1=NC(=C(C=C1)OC)C)C1=NC=CC(=C1)C=1C=NN(C1)C(C)C)=O trans-4-((4-(1-Iso-propyl-1H-pyrazol-4-yl)pyridin-2-yl)-((trans-4-(5-methoxy-6-methylpyridin-2-yl)cyclohexyl)meth-yl)carbamoyl)cyclohexyl 3-ethylazetidine-1-carboxylate